Cl.C(=C)C=1C=C(N)C=CC1 3-vinyl-aniline hydrochloride